ClC1=C(COC(=O)NC=2C=CC=C3CC[C@H](OC23)C(=O)O)C=CC=C1 (S)-8-((((2-chlorobenzyl)oxy)carbonyl)amino)chromane-2-carboxylic acid